C(#N)CC1CC(C1)(C1=NN=CN1C)C=1C=C(C=CC1)NC(=O)C=1C=2N(C=C(C1)CNC1(CCC1)C)C(=CN2)F N-(3-((1s,3s)-3-(cyanomethyl)-1-(4-methyl-4H-1,2,4-triazol-3-yl)cyclobutyl)phenyl)-3-fluoro-6-(((1-methylcyclobutyl)amino)methyl)imidazo[1,2-a]pyridine-8-carboxamide